ClC1=C(C(=O)NC2=CC(=CC=C2)C2=NC=CC=C2)C=CC(=C1)S(=O)(=O)C 2-chloro-4-methylsulfonyl-N-(3-(pyridin-2-yl)-phenyl)-benzamide